5-[1-(2,2-difluoroethyl)-3-(trifluoromethyl)pyrazol-4-yl]-1-methyl-N-(3-methyl-4-methylsulfanyl-phenyl)imidazole-2-carboxamide FC(CN1N=C(C(=C1)C1=CN=C(N1C)C(=O)NC1=CC(=C(C=C1)SC)C)C(F)(F)F)F